CC1(C(C1)COC=1C=CC2=C(C(=C(O2)C)C(=O)O)C1)C 5-((2,2-dimethylcyclopropyl)methoxy)-2-methylbenzofuran-3-carboxylic acid